FC(CCCSCCCCCCCCC[C@H]1[C@H]2[C@@H]3CC[C@@H]([C@@]3(C)CC[C@@H]2C=2C=CC(=CC2C1)O)O)(C(F)(F)F)F 7a-[9-(4,4,5,5,5-pentafluoropentylthio)nonyl]estra-1,3,5(10)-triene-3,17beta-diol